hydroxyethylisophthalate OCCOC(C1=CC(C(=O)[O-])=CC=C1)=O